(R)-1-(4-(3H-[1,2,3]triazolo[4,5-b]pyridin-3-yl)-2-fluoro-N-(piperidin-3-yl)benzamido)-N-benzylisoquinoline-6-carboxamide N1=NN(C2=NC=CC=C21)C2=CC(=C(C(=O)N([C@H]1CNCCC1)C1=NC=CC3=CC(=CC=C13)C(=O)NCC1=CC=CC=C1)C=C2)F